FC1=CC=C(C=C1)CC1CN(CC1)C(=O)C=1N=C(C2=C(N1)OC(=C2)C)NC2(CC2)C {3-[(4-fluorophenyl)methyl]pyrrolidine-1-carbonyl}-6-methyl-N-(1-methylcyclopropyl)furo[2,3-d]pyrimidin-4-amine